tert-Butyl (S)-4-(3-bromo-1-(3-cyanophenyl)-1H-pyrazolo[3,4-d]pyrimidin-4-yl)-3-methylpiperazine-1-carboxylate BrC1=NN(C2=NC=NC(=C21)N2[C@H](CN(CC2)C(=O)OC(C)(C)C)C)C2=CC(=CC=C2)C#N